(S)-1-(tert-Butyloxycarbonyl)-4-methylenepyrrolidine-2-carboxylic acid C(C)(C)(C)OC(=O)N1[C@@H](CC(C1)=C)C(=O)O